N1-(1H-pyrrolo[3,2-b]pyridin-3-yl)-N2-(3-(trifluoromethyl)phenethyl)oxalamide N1C=C(C2=NC=CC=C21)NC(C(=O)NCCC2=CC(=CC=C2)C(F)(F)F)=O